FC(C=1C=C(C=CC1)NC1=NC=CC=C1C(=O)O)(F)F 2-[[3-(Trifluoromethyl)phenyl]amino]-3-pyridinecarboxylic acid